C1(=CC=CC=C1)C=1OC2=C(N1)C=CC(=C2)C2=CC=C(C=C2)N 4-(2-phenyl-benzooxazol-6-yl)-phenyl-amine